C(#N)CCN(C#N)C1CCN(CC1)C1=CC=C(C=C1)CCC(=O)OC(C)(C)C tert-Butyl 3-(4-(4-(N-(2-Cyanoethyl)cyanamido)piperidin-1-yl)phenyl)propanoate